Cl.N[C@@H]1CN(C[C@@H](C1)F)C1=C2C(=C(NC2=C(C=C1F)C(=O)N)C)C 4-[(3S,5R)-3-amino-5-fluoropiperidin-1-yl]-5-fluoro-2,3-dimethyl-1H-indole-7-carboxamide hydrochloride